nickel-chromium silicon-nickel silicon [Si].[Ni].[Si].[Cr].[Ni]